N[C@@H](CCCNC(N)=N)C(=O)O.OC(CC(=O)O)C 3-hydroxybutyric acid L-arginine salt